FC1=C(C(=O)OC)C=C(C=C1C)O Methyl 2-fluoro-5-hydroxy-3-methylbenzoate